C(#N)[C@H]1N(CSC1)C(CNC(=O)C1=CC=NC2=CC=C(C=C12)C=1C(=NC=CC1)C)=O (R)-N-(2-(4-Cyanothiazolidin-3-yl)-2-oxoethyl)-6-(2-methylpyridin-3-yl)quinoline-4-carboxamide